NC1=CC=2C3=C(C(N(C2C=C1)C)=O)OCC[C@@H](N3)C3CC3 (R)-10-amino-2-cyclopropyl-7-methyl-1,2,3,4-tetrahydro-[1,4]oxazepino[2,3-c]quinolin-6(7H)-one